ammonium hydroxide boron phosphorus [P].[B].[OH-].[NH4+]